C(C)OC(C(CC(C(CCO[Si](C1=CC=CC=C1)(C1=CC=CC=C1)C(C)(C)C)C1=CC=CC=C1)=O)=O)=O 7-[tert-butyl-(diphenyl)silyl]oxy-2,4-dioxo-5-phenyl-heptanoic acid ethyl ester